C(C)(C)(C)OC(N[C@H]1CSC2=C(NC1=O)C=C(C(=C2)F)C=2OC(=NN2)C(C)(C)C#N)=O N-[(3R)-7-[5-(1-cyano-1-methyl-ethyl)-1,3,4-oxadiazol-2-yl]-8-fluoro-4-oxo-3,5-dihydro-2H-1,5-benzothiazepine-3-Yl]carbamic acid tert-butyl ester